2-amino-3-methyl-N-((1S,3R)-3-methyl-2,3-dihydro-1H-inden-1-yl)-N-((5-(trifluoromethyl)-2-pyridinyl)methyl)-6-quinolinecarboxamide NC1=NC2=CC=C(C=C2C=C1C)C(=O)N(CC1=NC=C(C=C1)C(F)(F)F)[C@H]1C[C@H](C2=CC=CC=C12)C